(S)-2-Methyl-N-{1-[2-(1-methyl-1H-indazol-3-yl)phenyl]-2-(pyridine-2-yl)ethyl}propane-2-sulfinamide CC(C)(C)[S@](=O)NC(CC1=NC=CC=C1)C1=C(C=CC=C1)C1=NN(C2=CC=CC=C12)C